C1(=CC=CC=C1)C=1C(=C(C(=O)O)C=CC1)S(N)(=O)=O PHENYL-SULFAMOYL-BENZOIC ACID